CN(C1CCN(CC1)C1=CC(=C(C=C1)NC1=NC=NC(=C1)N1OCC[C@@H]1C1=CC=CC=C1)OC)C (R)-N-(4-(4-(dimethylamino)piperidin-1-yl)-2-methoxyphenyl)-6-(3-phenylisoxazolidin-2-yl)pyrimidin-4-amine